(S)-(4-((3-(5-(1-Amino-1,3-dihydrospiro[indene-2,4'-piperidin]-1'-yl)-6-(hydroxymethyl)pyrazin-2-yl)prop-2-yn-1-yl)oxy)phenyl)dimethylphosphine oxide N[C@@H]1C2=CC=CC=C2CC12CCN(CC2)C=2N=CC(=NC2CO)C#CCOC2=CC=C(C=C2)P(C)(C)=O